2-acetamido-3,5-dinitrothiophene C(C)(=O)NC=1SC(=CC1[N+](=O)[O-])[N+](=O)[O-]